2-fluoro-5-iodo-1,3-dimethylbenzene FC1=C(C=C(C=C1C)I)C